7-methoxy-1-methyl-4-(4,4,5,5-tetramethyl-1,3,2-dioxaborolan-2-yl)-1H-pyrrolo[2,3-c]pyridine COC=1N=CC(=C2C1N(C=C2)C)B2OC(C(O2)(C)C)(C)C